O=C1NC=CC=2C(=CC=CC12)S(=O)(=O)Cl 1-oxo-isoquinoline-5-sulfonyl chloride